2-(3,4-dihydroxybenzyl)-N1-(4-phenylthiazol-2-yl)malonamide OC=1C=C(CC(C(=O)NC=2SC=C(N2)C2=CC=CC=C2)C(=O)N)C=CC1O